FC1CCN(CC1)C1=CC(=C(C=C1)NC1=CC=2OCC(NC2N=C1)=O)C 7-(4-(4-fluoropiperidin-1-yl)-2-methylphenylamino)-2H-pyrido[3,2-b][1,4]oxazin-3(4H)-one